N1=CC(=C2N1C=CC=C2)C=2C=CC=1N(N2)C(=CN1)C1=CC=CC(=N1)N 6-(6-pyrazolo[1,5-a]pyridin-3-yl-imidazo[1,2-b]pyridazin-3-yl)pyridin-2-amine